ClC1=C(OC2=C3C(=NN(C3=C(C=C2NC(C2=CC(=CC(=C2)C(F)(F)F)F)=O)CCO)C)N2C(C3=CC=CC=C3C2=O)=O)C=C(C=C1)F N-(4-(2-chloro-5-fluorophenoxy)-3-(1,3-dioxoisoindolin-2-yl)-7-(2-hydroxyethyl)-1-methyl-1H-indazol-5-yl)-3-fluoro-5-(trifluoromethyl)benzamide